CC1(CCN(CC1)C1=CC=CC(=N1)C(=O)NC1=NC=C(C=C1)OC1=CC=NC2=CC(=C(C=C12)OC)OCCCN1CCOCC1)C 6-(4,4-Dimethylpiperidin-1-yl)-N-(5-((6-methoxy-7-(3-morpholinopropoxy)chinolin-4-yl)oxy)pyridin-2-yl)picolinamid